C(C)(C)(C)OC(=O)NCCC(=O)NC=1SC(=C(N1)C)C(=O)OCC ethyl 2-[3-(tert-butoxycarbonylamino)propanoylamino]-4-methyl-thiazole-5-carboxylate